(7R,8aS)-7-(2,3-dichloro-6-hydroxyphenyl)-2-(2-hydroxyacetyl)-1-methyl-hexahydropyrrolo[1,2-a]pyrazin-4-one ClC1=C(C(=CC=C1Cl)O)[C@H]1C[C@@H]2N(C(CN(C2C)C(CO)=O)=O)C1